1-((2R,6S)-6-(((tert-butyldimethylsilyl)oxy)methyl)thiomorpholin-2-yl)pyrimidine-2,4(1H,3H)-dione [Si](C)(C)(C(C)(C)C)OC[C@H]1S[C@H](CNC1)N1C(NC(C=C1)=O)=O